2-chloro-4,6-dimethoxy-5-nitropyrimidine ClC1=NC(=C(C(=N1)OC)[N+](=O)[O-])OC